C(N)(OC1=C2N=CNC2=NC=N1)=O 9H-purin-6-yl carbamate